S(=O)(=O)(O)O.C(\C=C\C1=CC=C(C=C1)O)(=O)O p-coumaric acid sulfate